4-(3-((4-carboxyphenyl)amino)imidazo[1,2-a]pyridin-2-yl)benzoic acid C(=O)(O)C1=CC=C(C=C1)NC1=C(N=C2N1C=CC=C2)C2=CC=C(C(=O)O)C=C2